4-(tert-butoxy)-6,8-difluoro-2-(((2R,7aS)-2-fluorotetrahydro-1H-pyrrolizin-7a(5H)-yl)methoxy)-7-(3-(methoxymethoxy)-8-((triisopropylsilyl)ethynyl)naphthalen-1-yl)quinazoline C(C)(C)(C)OC1=NC(=NC2=C(C(=C(C=C12)F)C1=CC(=CC2=CC=CC(=C12)C#C[Si](C(C)C)(C(C)C)C(C)C)OCOC)F)OC[C@]12CCCN2C[C@@H](C1)F